CCN1C[C@@]2([C@@H](C[C@@H]([C@@]34[C@@H]2[C@H]([C@@H](C31)[C@@]5([C@@H]6[C@]4(C[C@@]([C@@H]6OC(=O)C7=CC=CC=C7)([C@H]([C@@H]5O)OC)O)O)OC(=O)C)OC)OC)O)COC The molecule is a diterpenoid that is aconitine bearing a 10-hydroxy substituent. It derives from an aconitine. It derives from a hydride of an aconitane.